CC(C(=O)OC(C)(C)C)(C)NC(=O)C1=CN=C(O1)C1=CC(=CC=C1)C1=CC(=NN1)C(NC(CC)CC)=O tert-butyl 2-methyl-2-(2-(3-(3-(pentan-3-ylcarbamoyl)-1H-pyrazol-5-yl)phenyl)oxazole-5-carboxamido)propanoate